BrC=1C=C(C=CC1)[C@@H](C)NC1=NC(=NC2=CC(=C(C=C12)OC)OCCCCCCCNC=1C=C(C=CC1)NC1C(NC(CC1)=O)=O)C 3-((3-((7-((4-(((R)-1-(3-Bromophenyl)ethyl)amino)-6-methoxy-2-methyl-quinazolin-7-yl)oxy)heptyl)amino)phenyl)amino)piperidine-2,6-dione